p-Methoxycinnamate COC1=CC=C(C=CC(=O)[O-])C=C1